BrC1=C2C(=NNC2=CC=C1)C1CC2(CN(C2)C(=O)OC(C)(C)C)C1 tert-butyl 6-(4-bromo-1H-indazol-3-yl)-2-azaspiro[3.3]heptane-2-carboxylate